C(#N)C1=NC=C(C(=C1)C1=CC=2N(C=C1)N=C(C2)NC(=O)C2CC2)O[C@H]2CN(CC2)C2CC2 N-[5-[2-cyano-5-[(3R)-1-cyclopropylpyrrolidin-3-yl]oxy-4-pyridyl]pyrazolo[1,5-a]pyridin-2-yl]cyclopropanecarboxamide